(5'S,7a'R)-5'-(3,5-difluorophenyl)-1-[3-(morpholin-4-yl)-benzene-1-carbonyl]-tetrahydro-3'H-spiro-[piperidine-4,2'-pyrrolo[2,1-b][1,3]-oxazol]-3'-one FC=1C=C(C=C(C1)F)[C@@H]1CC[C@H]2OC3(C(N21)=O)CCN(CC3)C(=O)C3=CC(=CC=C3)N3CCOCC3